ClC1=CC(=CC=C1)N(S(=O)(=O)C)C 4-chloro-2-(N-methylmethanesulfonamido)benzene